tert-butyl (3-(3-((1S,4R,Z)-9-amino-4-((4-hydroxybenzyl)carbamoyl)-1-(isoindolin-2-yl)-2,11,16-trioxo-3,8,10,12,15-pentaazaoctadec-9-en-1-yl)phenoxy)propyl)carbamate N/C(/NCCC[C@@H](NC([C@@H](N1CC2=CC=CC=C2C1)C=1C=C(OCCCNC(OC(C)(C)C)=O)C=CC1)=O)C(NCC1=CC=C(C=C1)O)=O)=N/C(NCCNC(CC)=O)=O